Cl.C1(CC1)C=1C=CC(=C(C1)[C@H](C)N)F (S)-1-(5-Cyclopropyl-2-fluorophenyl)ethanamine hydrochloride